1-(1-hydroxy-6,6,9-trimethyl-3-pentyl-6a,7,8,10a-tetrahydro-6H-benzo[c]chromene-2-carbonyl)pyrrolidin-3-one OC1=C2C3C(C(OC2=CC(=C1C(=O)N1CC(CC1)=O)CCCCC)(C)C)CCC(=C3)C